C(C#C)O\N=C\1/CC(CC2=C1C(=C(O2)CNC2=CC=C(C=C2)[N+](=O)[O-])C)(C)C (E)-3,6,6-Trimethyl-2-(((4-nitrophenyl)amino)methyl)-6,7-dihydrobenzofuran-4(5H)-one O-prop-2-yn-1-yl oxime